CN1N=CC(=C1)C1=CC=C(C(=O)NC2=CC3=C(C=N2)C=C(N3)CN3[C@H](CCC3)C)C=C1 4-(1-methylpyrazol-4-yl)-N-(2-[[(2S)-2-methylpyrrolidin-1-yl]methyl]-1H-pyrrolo[3,2-c]pyridin-6-yl)benzamide